2-methylpropan-2-yl 3-(5-{5-[({2-[2,4-bis(trifluoromethyl)phenyl]acetyl}(4-fluorophenyl)amino)methyl]-1,3,4-oxadiazol-2-yl}pyrimidin-2-yl)tetrahydropyrrole-1-carboxylate FC(C1=C(C=CC(=C1)C(F)(F)F)CC(=O)N(C1=CC=C(C=C1)F)CC1=NN=C(O1)C=1C=NC(=NC1)C1CN(CC1)C(=O)OC(C)(C)C)(F)F